C(CCC)=NO butyraldoxime